2-fluoro-allyl acetate C(C)(=O)OCC(=C)F